C[C@]12CC[C@H]3[C@H]([C@@H]1[C@H](C[C@@H]2O)O)CCC4=C3C=CC(=C4)O 15ALPHA-HYDROXYESTRADIOL